2-(4-((1R,5S)-3,8-diazabicyclo[3.2.1]octan-3-yl)-8-fluoro-2-((2-fluorotetrahydro-1H-pyrrolizin-7a(5H)-yl)methoxy)pyrido[4,3-d]pyrimidin-7-yl)-3-fluorophenol bis(2,2,2-trifluoroacetate) FC(C(=O)O)(F)F.FC(C(=O)O)(F)F.[C@H]12CN(C[C@H](CC1)N2)C=2C1=C(N=C(N2)OCC23CCCN3CC(C2)F)C(=C(N=C1)C1=C(C=CC=C1F)O)F